dibromodipropylsilane Br[Si](CCC)(CCC)Br